C(C1=CC=CC=C1)OC1=CC=CC(=N1)C1CCN(CC1)CC1=NC2=C(N1CCOC)C=C(C=C2)C(=O)O 2-({4-[6-(benzyloxy)pyridin-2-yl]piperidin-1-yl}methyl)-1-(2-methoxyethyl)-1H-benzimidazole-6-carboxylic acid